C(CCCCCCCC#CC\C=C\C)O (E)-12-tetradecen-9-yn-1-ol